ClC1=CC(=C(CC2=CC=CC(=N2)C(=O)N2CCC(CC2)CC2=NC=3C(=NC(=CC3)C(=O)OC)N2C[C@H]2OCC2)C=C1)F methyl (S)-2-((1-(6-(4-chloro-2-fluorobenzyl)picolinoyl)piperidin-4-yl)methyl)-3-(oxetan-2-ylmethyl)-3H-imidazo[4,5-b]pyridine-5-carboxylate